C1CCC12O[C@@H](CNC2)CO [(6S)-5-oxa-8-azaspiro[3.5]nonan-6-yl]methanol